BrC=1C=C(C=C(C1)Cl)N1N=CC(=C1)C(C(=O)O)C 2-(1-(3-bromo-5-chlorophenyl)-1H-pyrazol-4-yl)propanoic acid